(2'S,3'R,6'R)-2'-(((tert-butyldimethyl silyl)oxy)methyl)-6'-hydroxy-2',4',6'-trimethyl-7'-oxo-2',3',6',7'-tetrahydrospiro[cyclopropane-1,5'-inden]-3'-yl acetate C(C)(=O)O[C@H]1[C@](C=C2C([C@](C3(C(=C12)C)CC3)(C)O)=O)(C)CO[Si](C)(C)C(C)(C)C